IC1=C(C=CC=C1)S(=O)(=O)NC(NC1=NC(=NC(=N1)OC)C)=O 2-iodo-N-[(4-methoxy-6-methyl-1,3,5-triazinyl)carbamoyl]benzene-sulfonamide